(Z)-9-Ethyl-2-(6-(2-fluoro-2-(4-(pyridazin-4-yl)pyrimidin-2-yl)vinyl)-3-((3-fluoropyridin-2-yl)oxy)-2-(trifluoromethyl)phenyl)-2,9-diazaspiro[5.5]undecane C(C)N1CCC2(CCCN(C2)C2=C(C(=CC=C2\C=C(\C2=NC=CC(=N2)C2=CN=NC=C2)/F)OC2=NC=CC=C2F)C(F)(F)F)CC1